C1(=CC=CC=C1)P(C1=CC=CC=C1)[C-]1C=CC=C1.[CH-]1C=CC=C1.[Fe+2] diphenylphosphinoferrocen